rel-(2R,4aR,7aS)-4-(4-methylbenzenesulfonyl)-2-[(1E)-2-phenylethenyl]-octahydrocyclopenta[b][1,4]oxazine CC1=CC=C(C=C1)S(=O)(=O)N1[C@H]2[C@@H](O[C@@H](C1)\C=C\C1=CC=CC=C1)CCC2 |o1:11,12,14|